C(CCCCCCCCC)C1=C(C=CC=C1)S(=O)(=O)O n-decylbenzenesulfonic acid